[1-(2-chlorophenyl)-5-[3-(oxetan-3-yl-methoxy)phenyl]-1H-pyrazol-3-yl]methanol ClC1=C(C=CC=C1)N1N=C(C=C1C1=CC(=CC=C1)OCC1COC1)CO